ClC1=CC=2NC(=CC2S1)C(=O)N(C)C1COC(C=2NC(C=3C=C(C(=CC3C21)F)F)=O)O 2-chloro-N-(8,9-difluoro-4-hydroxy-6-oxo-1,4,5,6-tetrahydro-2H-pyrano[3,4-c]isoquinolin-1-yl)-N-methyl-4H-thieno[3,2-b]pyrrole-5-carboxamide